4-butyl-2-methyl-phenylacetamide Butyl-4-amino-3-chloro-5-fluoro-6-(7-fluoro-1H-indol-6-yl)pyridine-2-carboxylat C(CCC)OC(=O)C1=NC(=C(C(=C1Cl)N)F)C1=CC=C2C=CNC2=C1F.C(CCC)C1=CC(=C(C=C1)CC(=O)N)C